acrylpropyl acrylate C(C=C)(=O)OCCCC(=O)C=C